C(C)(C)(C)OC(=O)N1[C@@H]2[C@H](C[C@H]1C(=O)O)OCC2 (3aS,5S,6aS)-4-tert-butoxycarbonyl-2,3,3a,5,6,6a-hexahydrofuro[3,2-b]pyrrole-5-carboxylic acid